S1=SS=SC1=C Tetrathiafulven